5-(2-{5-[(3R,5R)-3-amino-5-fluoropiperidine-1-carbonyl]-7-methoxy-1-methyl-1H-1,3-benzodiazol-2-yl}-1-(cyclopropylmethyl)-1H-pyrrolo[2,3-b]pyridin-6-yl)pyridin-3-ol N[C@H]1CN(C[C@@H](C1)F)C(=O)C1=CC2=C(N(C(=N2)C2=CC=3C(=NC(=CC3)C=3C=C(C=NC3)O)N2CC2CC2)C)C(=C1)OC